(S)-4-(7-(5-carbamoyl-4-methylthiazol-2-yl)-5-(2-fluorophenyl)-7H-pyrrolo[2,3-d]pyrimidin-4-yl)-3-methylpiperazine-1-carboxylic acid tert-butyl ester C(C)(C)(C)OC(=O)N1C[C@@H](N(CC1)C=1C2=C(N=CN1)N(C=C2C2=C(C=CC=C2)F)C=2SC(=C(N2)C)C(N)=O)C